tert-Butyl (S)-3-((4-((4-(2-(azetidin-1-yl)-2-oxoethoxy)-3-chloro-2-fluorophenyl)amino)pyrido[3,2-d]pyrimidin-6-yl)oxy)pyrrolidine-1-carboxylate N1(CCC1)C(COC1=C(C(=C(C=C1)NC=1C2=C(N=CN1)C=CC(=N2)O[C@@H]2CN(CC2)C(=O)OC(C)(C)C)F)Cl)=O